5-(2-amino-[1,2,4]triazolo[1,5-a]pyridin-7-yl)-N-(3-(4-chlorophenyl)-2,2-difluoro-3-hydroxypropyl)-3,4-difluoro-2-methylbenzamide NC1=NN2C(C=C(C=C2)C=2C(=C(C(=C(C(=O)NCC(C(O)C3=CC=C(C=C3)Cl)(F)F)C2)C)F)F)=N1